1-(4-((6-phenylpyrazolo[1,5-a]pyrazin-4-yl)oxy)azepan-1-yl)prop-2-en-1-one C1(=CC=CC=C1)C=1N=C(C=2N(C1)N=CC2)OC2CCN(CCC2)C(C=C)=O